N-(cis-1-butyryl-2-(((cis-4-isopropylcyclohexyl)oxy)methyl)-piperidin-3-yl)methanesulfonamide C(CCC)(=O)N1[C@H]([C@H](CCC1)NS(=O)(=O)C)CO[C@@H]1CC[C@@H](CC1)C(C)C